C(C(=C)C)(=O)O.C(C(=C)C)(=O)O.C1(CCCCCCCCC1)(CO)CO.C1(CCCCCCCCC1)(CO)CO.C1(CCCCCCCCC1)(CO)CO tricyclodecanedimethanol di-methacrylate